(3R,7R)-2-(4-chloro-3-(trifluoromethyl)benzoyl)-9-((S)-1-(2-(difluoromethoxy)pyridine-4-yl)ethyl)-3,7-dimethyl-1,2,3,4,8,9-hexahydropyrido[4',3':3,4]Pyrazolo[1,5-a]Pyrazine ClC1=C(C=C(C(=O)N2CC3=C(NN4C3=CN(C[C@H]4C)[C@@H](C)C4=CC(=NC=C4)OC(F)F)C[C@H]2C)C=C1)C(F)(F)F